NC1=NC=2N(C=C1)N=C(C2C2=CC(=NC(=C2)C)Cl)C=2C=C(C#N)C=CC2 3-[5-amino-3-(2-chloro-6-methyl-4-pyridinyl)pyrazolo[1,5-a]pyrimidin-2-yl]benzonitrile